CNC(C[C@@H](N)C(=O)O)=O N4-methyl-D-asparagine